NC1=NN(C2=NC(=CN=C21)C2CC2)C[C@@H]2C[C@H](C2)O trans-3-[(3-amino-6-cyclopropyl-1H-pyrazolo[3,4-b]pyrazin-1-yl)methyl]cyclobutan-1-ol